BrC=1C=C(C=CC1)C=1N=NN(C1)CC1=NC=C(C(=O)OC)C=C1 methyl 6-((4-(3-bromophenyl)-1H-1,2,3-triazol-1-yl)methyl)nicotinate